C(C(C)C)OC1=C(C=C(C2=C1CCO2)CC2=CC=C(C=C2)C=2N=NN(C2)C)C(=O)N[C@H]2CCOC[C@@H]2O 1,5-anhydro-2,3-dideoxy-3-(((4-isobutoxy-7-(4-(1-methyl-1H-1,2,3-triazol-4-yl)benzyl)-2,3-dihydro-1-benzofuran-5-yl)carbonyl)amino)-L-threo-pentitol